Dichlorobiguanide ClN=C(NC(N)=NCl)N